COC1=NC=CC=C1C1=CNC=2N=CN=CC21 5-(2-methoxypyridin-3-yl)-7H-pyrrolo[2,3-d]pyrimidin